P(O)(N)O[C@H]1C[C@@H](O[C@@H]1CO)N1C=NC=2C(N)=NC=NC12 2'-deoxyadenosine 3'-phosphoramidite